COC=1C=C2C(C(OCC2=CC1OC)(CN1CCN(CC1)C(=O)C1OCCC1)C)=O 6,7-dimethoxy-3-methyl-3-((4-(tetrahydrofuran-2-carbonyl)piperazin-1-yl)methyl)isochroman-4-one